NC=1C=2N(C=CN1)C(=NC2C2=CC=C(C(=O)NC1=NC=CC=C1)C=C2)[C@H]2N(CCC2)CCCCCSC2=C1C(N(C(C1=CC=C2)=O)C2C(NC(CC2)=O)=O)=O 4-(8-Amino-3-((2S)-1-(5-((2-(2,6-dioxopiperidin-3-yl)-1,3-dioxoisoindoline-4-yl)thio)pentyl)pyrrolidin-2-yl)imidazo[1,5-a]pyrazin-1-yl)-N-(pyridin-2-yl)benzamide